2-((1R,4R)-4-(4-(3-(4-(8-chloro-5,6-dihydro-11H-benzo[5,6]cyclohepta[1,2-b]pyridin-11-ylidene)piperidin-1-yl)-2-hydroxypropoxy)phenyl)cyclohexyl)acetic acid ClC=1C=CC2=C(CCC=3C(=NC=CC3)C2=C2CCN(CC2)CC(COC2=CC=C(C=C2)C2CCC(CC2)CC(=O)O)O)C1